NC1=NC2=CC(=CC=C2C=C1F)C[C@@H]1CC[C@]2([C@@H]1O[C@H]([C@@H]2O)N2C=CC1=C2N=CN=C1NC)O (2R,3R,3aS,6S,6aR)-6-((2-amino-3-fluoroquinolin-7-yl)methyl)-2-(4-(methylamino)-7H-pyrrolo[2,3-d]pyrimidin-7-yl)hexahydro-3aH-cyclopenta[b]furan-3,3a-diol